trans-N-methyl-N-(4-methyl-sulfamoyl-methyl-cyclohexyl)-benzamide CN(C(C1=CC=CC=C1)=O)C1([C@H](C[C@@H](CC1)C)S(N)(=O)=O)C